2-(4-cyclopropyl-6-methoxypyrimidin-5-yl)-6-(1,2-dimethylimidazol-4-yl)pyrido[2,3-d]pyrimidin-7-one C1(CC1)C1=NC=NC(=C1C=1N=CC=2C(N1)=NC(C(C2)C=2N=C(N(C2)C)C)=O)OC